OC(C#CC=1C=2N(N=C(C1)C=1C(NC(NC1)=O)=O)C=CN2)(C)C 5-(8-(3-hydroxy-3-methylbut-1-yn-1-yl)imidazo[1,2-b]pyridazin-6-yl)pyrimidine-2,4(1H,3H)-dione